CCCC=C pentane-4-en